C1(=CC=CC=C1)C1=NC(=NC(=N1)C1=CC=CC=C1)C=1C=C(C=CC1)C1=CC=C(C=C1)C1=C(C=C(C=C1)C1=CC=C(C=C1)C#N)B1OC(C(O1)(C)C)(C)C 3'''-(4,6-diphenyl-1,3,5-triazin-2-yl)-3'-(4,4,5,5-tetramethyl-1,3,2-dioxaborolan-2-yl)-[1,1':4',1'':4'',1'''-quaterphenyl]-4-carbonitrile